3-chloro-5-(2,4-dioxo-1,3-diazinan-1-yl)-4-methylbenzoic acid ClC=1C=C(C(=O)O)C=C(C1C)N1C(NC(CC1)=O)=O